C(C)NC(=O)C1=CC(=NC(=C1)C=1N=NN(C1)C=1C(=C(C(=O)O)C=CC1)OC)C=1N=NN(C1)C=1C(=C(C(=O)O)C=CC1)OC 4'-((4-(ethylcarbamoyl)pyridin-2,6-diyl)bis(1H-1,2,3-triazole-4,1-diyl))bis(2-methoxybenzoic acid)